α,β,β-Trimethylstyrene CC(=C(C)C)C1=CC=CC=C1